C(C)OC1=CC=C(C=C1)N1N=NN=C1S 1-(p-ethoxyphenyl)-5-mercaptotetrazole